6-bromo-N,N,2-trimethylpyridin-3-amine BrC1=CC=C(C(=N1)C)N(C)C